piperidine, Formate salt C(=O)O.N1CCCCC1